ClC1=NC=C(C(=N1)NC1=CC(=CC=C1)OC)C 2-Chloro-5-methyl-N4-(3-methoxyphenyl)pyrimidin-4-amine